N-(7-(dimethylamino)-3H-phenothiazin-3-ylidene-8-decyl)-N-methylmethanaminium iodide [I-].CN(C=1C=C2SC3=CC(C=CC3=NC2=CC1)=CCC(CCCCCCC)[NH+](C)C)C